CC1([C@H](C1)C(=O)N1CC2(C1)CN(C[C@H]2C(=O)OC)C(=O)C2=NC=CN=C2)C methyl (s)-2-((s)-2,2-dimethyl cyclopropane-1-carbonyl)-6-(pyrazine-2-carbonyl)-2,6-diazaspiro[3.4]octane-8-carboxylate